methyl 2-((4-(4-(5-fluoroisoindoline-2-carboxamido) phenyl) bicyclo[2.2.2]octan-1-yl) (methyl)amino)-2-oxoacetate FC=1C=C2CN(CC2=CC1)C(=O)NC1=CC=C(C=C1)C12CCC(CC1)(CC2)N(C(C(=O)OC)=O)C